tert-Butyl (4S)-4-[1-(3-tert-butoxy-3-oxo-propoxy)-3-methyl-butyl]-2,2-dimethyl-oxazolidine-3-carboxylate C(C)(C)(C)OC(CCOC(CC(C)C)[C@H]1N(C(OC1)(C)C)C(=O)OC(C)(C)C)=O